C(N)(O)=O.N ammonia carbamate